6-chloro-1-(2,4-difluorophenyl)-N-(1-(3,4,5-trimethoxyphenyl)-1H-imidazol-4-yl)-1H-pyrazolo[3,4-d]Pyrimidine-4-amine ClC1=NC(=C2C(=N1)N(N=C2)C2=C(C=C(C=C2)F)F)NC=2N=CN(C2)C2=CC(=C(C(=C2)OC)OC)OC